C1(CCCCC1)P(C1=C(C=CC=C1)C1=C(C=C(C=C1C(C)C)C(C)C)C(C)C)C1CCCCC1 dicyclohexyl({2-[2,4,6-tris(propan-2-yl)phenyl]phenyl})phosphane